NC1=NC=NN2C1=C(C=C2C=2C=C(C(=NC2)C(F)(F)F)C(=O)NC=2C=NN(C2)CC2=CC=CC=C2)C(F)(F)F 5-[4-amino-5-(trifluoromethyl)pyrrolo[2,1-f][1,2,4]triazin-7-yl]-N-(1-benzyl-1H-pyrazol-4-yl)-2-(trifluoromethyl)pyridine-3-carboxamide